BrC=1C=CC=2N(C3=CC=C(C=C3C2C1)C1=CC=C(C=C1)C=C)C1=CC=CC=C1 3-bromo-9-phenyl-6-(4-vinylphenyl)-9H-carbazole